1-tert-butyl 3-ethyl 4,4-difluoro-3-methylpyrrolidine-1,3-dicarboxylate FC1(C(CN(C1)C(=O)OC(C)(C)C)(C(=O)OCC)C)F